(S)-(2-azido-3-(benzyloxy)propyl)(trityl)sulfane N(=[N+]=[N-])[C@H](CSC(C1=CC=CC=C1)(C1=CC=CC=C1)C1=CC=CC=C1)COCC1=CC=CC=C1